CC1=NOC(=C1C1=CC=C2C=3N(C(COC31)C3=[N+](C=CC=C3)[O-])C(N2)=O)C 7-(3,5-Dimethylisoxazol-4-yl)-4-(1-oxidopyridin-2-yl)-4,5-dihydroimidazo[1,5,4-de][1,4]benzoxazin-2(1H)-one